N-(2-{4-[(aminosulfonyl)amino]hexahydropyridin-1-yl}-3-fluorophenyl)-8-(2-fluoro-6-methoxyphenyl)imidazo[3,2-a]pyrazine-6-carboxamide hydrochloride Cl.NS(=O)(=O)NC1CCN(CC1)C1=C(C=CC=C1F)NC(=O)C=1N=C(C=2N(C1)C=CN2)C2=C(C=CC=C2OC)F